C1(=CC=CC=C1)[C@@H](C)N (R)-1-phenylethan-1-amine